(rac)-3,20-difluoro-10-[(S-methylsulfonimidoyl)methyl]-13-oxa-5,7,18,24-tetraazatetracyclo[17.3.1.12,6.18,12]pentacosa-1(23),2(25),3,5,8(24),9,11,19,21-nonaene FC=1C=2C=3C=CC(=C(NCCCCOC4=CC(=CC(NC(=NC1)C2)=N4)C[S@@](=O)(=N)C)C3)F |r|